ClC1=C(C=CC=C1)[C@@H]1COCCCN1C=1C(=C(C(=O)N[C@H](C)\C=C\S(=O)(=O)C)C=CC1)F ((R)-3-(2-Chlorophenyl)-1,4-oxazepan-4-yl)-2-fluoro-N-((R,E)-4-(methylsulfonyl)but-3-en-2-yl)benzamide